C(C=C(C)C)[Si](OCC)(OCC)OCC prenyltriethoxysilane